rhodium monophosphite P([O-])([O-])[O-].[Rh+3]